N-(2-oxo-2-(((R)-2'-oxo-1,1',2',3-tetrahydrospiro[indene-2,3'-pyrrolo[2,3-b]pyridin]-5-yl)amino)ethyl)-1-(2-((R)-pyrrolidin-3-yl)acetyl)piperidine-4-carboxamide magnesium [Mg].O=C(CNC(=O)C1CCN(CC1)C(C[C@@H]1CNCC1)=O)NC=1C=C2C[C@]3(C(NC4=NC=CC=C43)=O)CC2=CC1